[Li].[Li].C(C)C1=CC=CC(=N1)CCCCCCCCC1=NC(=CC=C1)CC 1,8-bis(6-ethyl-2-pyridyl)-octane dilithium